NC=1C2=C(N=C(N1)Cl)N(C=C2C=2SC=C(N2)CC2=CC=CC=C2)[C@H]2[C@@H]([C@@H]([C@H](C2)C2CCN(CC2)CC2CCCC2)O)O (1R,2S,3R,5R)-3-[4-amino-5-(4-benzyl-1,3-thiazol-2-yl)-2-chloropyrrolo[2,3-d]pyrimidin-7-yl]-5-[1-(cyclopentylmethyl)piperidin-4-yl]cyclopentane-1,2-diol